NC1=NC(=C(C(=O)OC)C=C1)Cl Methyl 6-amino-2-chloronicotinate